(((2-(4-(2-Methoxyethoxy)phenyl)thiazol-5-yl)methyl)amino)isoindoline-1,3-dione COCCOC1=CC=C(C=C1)C=1SC(=CN1)CNN1C(C2=CC=CC=C2C1=O)=O